ClC1=C(C=C(COC2=C(C=CC(=C2)B2OC(C(O2)(C)C)(C)C)NS(=O)(=O)C(F)F)C=C1)F N-(2-((4-chloro-3-fluorobenzyl)oxy)-4-(4,4,5,5-tetramethyl-1,3,2-dioxaborolan-2-yl)phenyl)-1,1-difluoromethanesulfonamide